ClC=1C=CC(=C(C1)NS(=O)(=O)C=1C=C(C(=O)OC)C=CC1OC)N1CCC(CC1)(F)F methyl 3-(N-(5-chloro-2-(4,4-difluoropiperidin-1-yl) phenyl) sulfamoyl)-4-methoxybenzoate